F[Sb-](F)(F)(F)(F)F.OC(COC1=CC=C(C=C1)[I+]C1=CC=CC=C1)CCCCCCCCCCCC [4-[(2-Hydroxytetradecyl)oxy]phenyl]phenyliodonium Hexafluoroantimonate